COC1=C(C=C(C(=C1)[Si](CC)(CC)CC)OC)[Si](CC)(CC)CC (2,5-Dimethoxy-1,4-phenylene)bis(triethylsilane)